CC1C=CCC2C1C(=O)OC2=O 3-methyl-1,3,6-tetrahydrophthalic anhydride